2-[[4-oxo-6-(propylamino)-3H-phthalazin-1-yl]methylcarbamoyl]benzoic acid O=C1NN=C(C2=CC=C(C=C12)NCCC)CNC(=O)C1=C(C(=O)O)C=CC=C1